chlorovalerate ClC(C(=O)[O-])CCC